C12CN(CC(CC1)N2)C2=NC(=NC1=C(C(=C(C=C21)F)C2=C1C(=NNC1=CC(=C2C)Cl)C)F)OCC2(CC2)CN2CCOCC2 4-((1-(((4-(3,8-diazabicyclo[3.2.1]octan-3-yl)-7-(6-chloro-3,5-dimethyl-1H-indazol-4-yl)-6,8-difluoroquinazolin-2-yl)oxy)methyl)cyclopropyl)methyl)morpholine